4-amino-6-(trifluoromethyl)pyridinecarbonitrile NC1=CC(=NC(=C1)C(F)(F)F)C#N